3-(3-bromo-2-methyl-phenoxy)-2,2-difluoro-propanal BrC=1C(=C(OCC(C=O)(F)F)C=CC1)C